C(C1=CC=CC=C1)OCCC1(CCOCC1)CNC1=C(C(=CC=C1)C)[N+](=O)[O-] N-({4-[2-(benzyloxy)ethyl]oxacyclohexan-4-yl}methyl)-3-methyl-2-nitroaniline